10-(4-(2-hydroxyethoxy)-phenyl)-thianthrene sulfonium hexafluorophosphate F[P-](F)(F)(F)(F)F.[SH3+].OCCOC1=CC=C(C=C1)S1C2=CC=CC=C2SC=2C=CC=CC12